NC1=NC2=CC(=CC=C2C=C1F)C[C@H]1[C@H]2C[C@H]([C@@H]([C@]2(CC1)O)O)N1C=CC2=C1N=CN=C2C (1S,2R,3aR,4S,6aR)-4-((2-amino-3-fluoroquinolin-7-yl)methyl)-2-(4-methyl-7H-pyrrolo[2,3-d]pyrimidin-7-yl)hexahydropentalene-1,6a(1H)-diol